2-cyclopropyl-4-fluoro-2,3-dihydrobenzo[d]isothiazole 1,1-dioxide C1(CC1)N1S(C2=C(C1)C(=CC=C2)F)(=O)=O